4-(benzyloxy)-2-bromo-5-fluoropyridine C(C1=CC=CC=C1)OC1=CC(=NC=C1F)Br